ClC1=CC=C2CC(C(C2=C1)=O)=O 6-chloro-1H-indene-1,2(3H)-dione